4-Chloro-6-(1-methylcyclopropyl)-1,6-naphthyridine-2,7(1H,6H)-dione ClC1=CC(NC2=CC(N(C=C12)C1(CC1)C)=O)=O